2-({2-(1-Fluoro-cyclopropyl)-4-[4-(2-methoxy-phenyl)-piperidin-1-yl]-quinazolin-6-yl}-methyl-amino)-ethanol FC1(CC1)C1=NC2=CC=C(C=C2C(=N1)N1CCC(CC1)C1=C(C=CC=C1)OC)N(CCO)C